ClC1=C(C(=O)OC(C)(C)C)C=C(C=C1)NC tert-Butyl 2-chloro-5-(methylamino)benzoate